N,N'-bis(4-(6-((3-ethyloxetan-3-yl)methoxy)hexyl)phenyl)-N,N'-diphenylbiphenyl-4,4'-diamine C(C)C1(COC1)COCCCCCCC1=CC=C(C=C1)N(C1=CC=C(C=C1)C1=CC=C(C=C1)N(C1=CC=CC=C1)C1=CC=C(C=C1)CCCCCCOCC1(COC1)CC)C1=CC=CC=C1